O=C1NC(CCC1C1=CC=C(C=C1)C1CCN(CC1)C1CCN(CC1)CCCCCC1=CC(=C2C(N(C(C2=C1)=O)[C@H](CS(=O)(=O)C)C1=CC(=C(C=C1)OC)OCC)=O)NC(C)=O)=O N-(6-(5-(4-(4-(2,6-Dioxopiperidin-3-yl)phenyl)-[1,4'-bipiperidin]-1'-yl)pentyl)-2-((S)-1-(3-ethoxy-4-methoxyphenyl)-2-(methylsulfonyl)ethyl)-1,3-dioxo-isoindolin-4-yl)-acetamide